4-(2-norbornanyl)aminobutane-1-sulfonic acid C12C(CC(CC1)C2)NCCCCS(=O)(=O)O